4-[2-(2,8-Dimethylimidazo[1,2-b]pyridazin-6-yl)-4-keto-3H-thieno[2,3-d]pyrimidin-6-yl]-3,3-difluoro-piperidine-1-carboxylic acid tert-butyl ester C(C)(C)(C)OC(=O)N1CC(C(CC1)C1=CC2=C(N=C(NC2=O)C=2C=C(C=3N(N2)C=C(N3)C)C)S1)(F)F